4-amino-N-[[2,4-bis(trifluoromethyl)phenyl]methyl]-N-methyl-imidazo[1,5-a]quinoxaline-8-carboxamide NC=1C=2N(C3=CC(=CC=C3N1)C(=O)N(C)CC1=C(C=C(C=C1)C(F)(F)F)C(F)(F)F)C=NC2